NC1=NC=C(C=C1OCC=1C=C(C=CC1)NC(C1=C(C=CC(=C1)F)C)=O)Cl N-(3-(((2-amino-5-chloropyridin-3-yl)oxy)methyl)phenyl)-5-fluoro-2-methylbenzamide